5-bromo-4-fluoro-1-methyl-1,3-dihydro-2H-benzo[d]imidazol-2-one BrC1=C(C2=C(N(C(N2)=O)C)C=C1)F